COC(CCC(C)(C)C)=O 4,4-dimethylvaleric acid methyl ester